ClC1=CC(=C(COC2CCCCC2)C=C1)F trans-4-[(4-chloro-2-fluorobenzyl)oxy]cyclohexane